5-{2-amino-[1,2,4]triazolo[1,5-a]pyridin-7-yl}-N-{[2-(cyclobutylmethoxy)pyridin-3-yl]methyl}-2-methylpyridine-3-carboxamide NC1=NN2C(C=C(C=C2)C=2C=C(C(=NC2)C)C(=O)NCC=2C(=NC=CC2)OCC2CCC2)=N1